BrC1=CC(=C2N=C(C(NC2=C1)=O)C)OC1=CC(=CC=C1)F 7-Bromo-5-(3-fluorophenoxy)-3-methyl-1,2-dihydroquinoxalin-2-one